(S)-1-[2-(1-isopropyl-1H-indazole-3-yl)phenyl]-2-(pyridine-2-yl)ethan-1-amine hydrochloride Cl.C(C)(C)N1N=C(C2=CC=CC=C12)C1=C(C=CC=C1)[C@H](CC1=NC=CC=C1)N